1-(2-isopropoxyethyl)-5,7-dimethoxy-2-thioxo-2,3-dihydroquinazolin-4(1H)-one C(C)(C)OCCN1C(NC(C2=C(C=C(C=C12)OC)OC)=O)=S